COC1=NN(C=C1NC1=NC=C(C(=N1)NC1=C2CCNC(C2=CC=C1)=O)C(=O)N)C 2-[(3-methoxy-1-methyl-1H-pyrazol-4-yl)amino]-4-[(1-oxo-1,2,3,4-tetrahydroisoquinolin-5-yl)amino]pyrimidine-5-carboxamide